3-aminopyridin-5-boronic acid pinacol ester NC=1C=NC=C(C1)B1OC(C)(C)C(C)(C)O1